tert-butyl (R)-(3-(1-(3,5-difluoro-2-(4,4,5,5-tetramethyl-1,3,2-dioxaborolan-2-yl)phenyl)ethoxy)pyridin-2-yl)carbamate FC=1C(=C(C=C(C1)F)[C@@H](C)OC=1C(=NC=CC1)NC(OC(C)(C)C)=O)B1OC(C(O1)(C)C)(C)C